N[C@H](C(=C=O)N1[C@H]2C[C@H]2C[C@H]1C#N)C12CC3(CC(CC(C1)C3)C2)O (1S,3S,5S)-2-[(2S)-2-amino-2-(3-hydroxy-1-adamantyl)-1-carbonylethyl]-2-azabicyclo[3.1.0]hexane-3-carbonitrile